Benzyl 4-[[1-(benzenesulfonyl)-5-(4-fluorophenyl)-6-tetrahydropyran-4-yl-pyrrolo[2,3-f]indazol-7-yl]methyl]piperidine-1-carboxylate C1(=CC=CC=C1)S(=O)(=O)N1N=CC2=CC3=C(C=C12)C(=C(N3C3=CC=C(C=C3)F)C3CCOCC3)CC3CCN(CC3)C(=O)OCC3=CC=CC=C3